C(\C=C\C(=O)OC1=C(C=C(C=C1Cl)Cl)Cl)(=O)OC1=C(C=C(C=C1)Cl)Cl fumaric acid, 2,4-dichlorophenyl 2,4,6-trichlorophenyl ester